(S)-(4-(4-cyclopropylpyrazolo[1,5-a]pyridin-2-yl)-1,4,6,7-tetrahydro-5H-imidazo[4,5-c]pyridin-5-yl)(5-(1-(trifluoromethyl)-1H-pyrazol-3-yl)-1,3,4-oxadiazol-2-yl)methanone C1(CC1)C=1C=2N(C=CC1)N=C(C2)[C@H]2N(CCC1=C2N=CN1)C(=O)C=1OC(=NN1)C1=NN(C=C1)C(F)(F)F